(S)-3-(1-isopropyl-3-(trifluoromethyl)-1H-pyrazol-5-yl)cyclohexanone C(C)(C)N1N=C(C=C1[C@@H]1CC(CCC1)=O)C(F)(F)F